N1(N=NC=C1)C(C(=O)N)CCCCCCC 1H-1,2,3-triazol-1-yl-nonanamide